[Br-].[Br-].C1=C(C=CC2=CC=CC=C12)C1=C[N+]2=C(C3=[N+]1C=CC=C3)C=CC=C2 6-(Naphthalen-2-yl)dipyrido[1,2-a:2',1'-c]pyrazine-5,8-diium dibromide